[Na+].[Na+].NC(C(=O)N1CC(C1)OC1=C(C=2O[B-](CCC2C=C1)(O)O)C(=O)O)C=1C=NC=CC1.NC(C(=O)N1CC(C1)OC1=C(C=2O[B-](CCC2C=C1)(O)O)C(=O)O)C=1C=NC=CC1 8-({1-[amino(pyridin-3-yl)acetyl]azetidin-3-yl}oxy)-4,4-dihydroxy-5-oxa-4-boranuidabicyclo[4.4.0]deca-1(6),7,9-triene-7-carboxylic acid disodium salt